ClC=1C=CC(=NC1)OCC1N(C2CC(C1C)C2)C(=O)C2=NC(=CC=C2N2N=CC=N2)C 3-{[(5-Chloropyridin-2-yl)oxy]methyl}-4-methyl-2-[6-methyl-3-(2H-1,2,3-triazol-2-yl)pyridin-2-carbonyl]-2-azabicyclo[3.1.1]heptan